2-[cyano(2,6-difluoropyridin-4-yl)amino]-N-(spiro[3.4]octan-1-yl)-5-methylthiazole C(#N)N(C1SC(=CN1C1CCC12CCCC2)C)C2=CC(=NC(=C2)F)F